dithiolAn tert-butyl-{6-[({[(1-methyl-1H-tetrazol-5-yl)(phenyl)methylene]amino}oxy)methyl]pyridin-2-yl}carbamate C(C)(C)(C)N(C(O)=O)C1=NC(=CC=C1)CON=C(C1=CC=CC=C1)C1=NN=NN1C.S1SCCC1